pent-1-yl-3-(3-trifluoromethoxy-benzyl)-urea C(CCCC)NC(=O)NCC1=CC(=CC=C1)OC(F)(F)F